tert-butyl N-[4-[(8-isopropyl-7-oxo-pteridin-2-yl)amino]cyclohexyl]carbamate C(C)(C)N1C(C=NC=2C=NC(=NC12)NC1CCC(CC1)NC(OC(C)(C)C)=O)=O